BrC1=CC(=CC=2CN(CCOC21)C(C(C(F)F)(C)C)=O)F 1-(9-bromo-7-fluoro-3,5-dihydro-2H-1,4-benzoxazepin-4-yl)-3,3-difluoro-2,2-dimethyl-propan-1-one